N-(6-chloropyridin-3-yl)-6-methoxyisoquinolin-1-amine formate C(=O)O.ClC1=CC=C(C=N1)NC1=NC=CC2=CC(=CC=C12)OC